COC1=NC(=CC=C1C1=CNC2=NC(=CC=C21)NC(=O)C2CC2)NC N-[3-[2-methoxy-6-(methylamino)pyridin-3-yl]-1H-pyrrolo[2,3-b]pyridin-6-yl]cyclopropanecarboxamide